C1(CC1)C=1C=C2C(=NNC2=C(C1)OC(F)F)NC(C1=CC=C(C=C1)F)=O N-(5-cyclopropyl-7-(difluoromethoxy)-1H-indazol-3-yl)-4-fluorobenzamide